N-[4-(2,4-difluorophenoxy)-3-[1-methyl-6-oxo-5-(2,2,2-trifluoroethoxy)pyridin-3-yl]phenyl]ethanesulfonamide FC1=C(OC2=C(C=C(C=C2)NS(=O)(=O)CC)C2=CN(C(C(=C2)OCC(F)(F)F)=O)C)C=CC(=C1)F